C1(CC1)C1=C(C(NC=C1)=O)C(=O)NC=1C(=CC=2N(C1)C=C(N2)C2CCOCC2)OC cyclopropyl-N-[7-methoxy-2-(oxan-4-yl)imidazo[1,2-a]pyridin-6-yl]-2-oxopyridine-3-carboxamide